NC1=C(C=C(C=C1)C1=CC=C(C=C1)F)NC(OCC1CCN(CC1)C)=O (1-methylpiperidin-4-yl)methyl (4-amino-4'-fluoro-[1,1'-biphenyl]-3-yl)carbamate